6-((2,6-Dimethylpyrimidin-4-yl)amino)-4-((1-ethyl-4-fluoro-7-methoxy-1H-indazol-6-yl)amino)-N-(methyl-d3)nicotinamide CC1=NC(=CC(=N1)NC1=NC=C(C(=O)NC([2H])([2H])[2H])C(=C1)NC1=CC(=C2C=NN(C2=C1OC)CC)F)C